(1S,3S)-3-((6-(5-((butoxycarbonyl)amino)-1-methyl-1H-1,2,3-triazol-4-yl)pyridin-3-yl)oxy)cyclohexane-1-carboxylic acid C(CCC)OC(=O)NC1=C(N=NN1C)C1=CC=C(C=N1)O[C@@H]1C[C@H](CCC1)C(=O)O